C1(=CC=CC=C1)C=1C2C(C(C(C(C2C(=O)O)C(=O)O)C1C1=CC=CC=C1)C(=O)O)C(=O)O 7,8-diphenyl-bicyclo[2.2.2]oct-7-ene-2,3,5,6-tetracarboxylic acid